C(C)(C)(C)NC1=NC(=CC(=C1)I)N1CCOCC1 N-tert-butyl-4-iodo-6-(morpholin-4-yl)pyridin-2-amine